NC=1C2=C(N=CN1)N(C(=C2C2=CC(=C(C=C2)OC2=NC=CC(=N2)C)F)C=2C=CC(=NC2Cl)NC(C(=C)C2CC2)=O)C N-(5-(4-amino-5-(3-fluoro-4-((4-methylpyrimidin-2-yl)oxy)phenyl)-7-methyl-7H-pyrrolo[2,3-d]pyrimidin-6-yl)-6-chloropyridin-2-yl)-2-cyclopropylacrylamide